7-hydroxy-3,7-di-methyl-octanal OC(CCCC(CC=O)C)(C)C